(9aR,10R)-10-(bis(3-fluorophenyl)methyl)-4-hydroxy-8,9,9a,10-tetrahydro-7H-pyrrolo[1',2':4,5]pyrazino[1,2-b]pyridazine-3,5-dione FC=1C=C(C=CC1)C([C@@H]1[C@@H]2N(C(C=3N1N=CC(C3O)=O)=O)CCC2)C2=CC(=CC=C2)F